5-cyano-N-[2,4-difluoro-3-[1-(1-[[2-(trimethylsilyl)ethoxy]methyl]-1,3-benzodiazol-2-yl)imidazo[1,5-a]pyridin-6-yl]phenyl]-2-methoxypyridine-3-sulfonamide C(#N)C=1C=C(C(=NC1)OC)S(=O)(=O)NC1=C(C(=C(C=C1)F)C=1C=CC=2N(C1)C=NC2C2=NC1=C(N2COCC[Si](C)(C)C)C=CC=C1)F